N-methyl-5-((1R,6S)-5-((6-oxo-7-(trifluoromethyl)-5,6-dihydro-1,5-naphthyridin-3-yl)methyl)-2,5-diazabicyclo[4.2.0]octan-2-yl)picolinamide CNC(C1=NC=C(C=C1)N1[C@@H]2CC[C@@H]2N(CC1)CC=1C=NC=2C=C(C(NC2C1)=O)C(F)(F)F)=O